N-(6-chloro-5-(4,4,5,5-tetramethyl-1,3,2-dioxaborolan-2-yl)pyridin-2-yl)-2-cyclopropylacrylamide ClC1=C(C=CC(=N1)NC(C(=C)C1CC1)=O)B1OC(C(O1)(C)C)(C)C